C(C)(C)C1=CC=C(CNO)C=C1 N-(4-isopropylbenzyl)hydroxylamine